1-(cyanoimino)-1,2,3,5-tetrahydro-4H-1λ4-benzo[f][1,4]thiazepine-4-carboxylic acid tert-butyl ester-1-oxide C(C)(C)(C)OC(=O)N1CCS(C2=C(C1)C=CC=C2)(=NC#N)=O